C1(CC1)C1=C(C=NN1C1=NC=CC=C1)C(=O)OCC ethyl 5-cyclopropyl-1-(pyridin-2-yl)-1H-pyrazole-4-carboxylate